O.[Na].COC1=CC2=C(NC(=N2)S(=O)CC2=NC=C(C(=C2C)OC)C)C=C1 5-methoxy-2-{[(4-methoxy-3,5-dimethyl-2-pyridyl)-methyl]-sulfinyl}-1H-benzimidazole sodium monohydrate